ClC1=C(OCC2CCN(CC2)C(=O)N2C[C@H](CC2)C2=CN=NN2)C=CC(=C1)F (-)-[4-[(2-Chloro-4-fluoro-phenoxy)methyl]-1-piperidinyl]-[(3S)-3-(1H-triazol-5-yl)pyrrolidin-1-yl]methanone